[N+](=O)([O-])C1=C(C=C(C=C1)C(F)(F)F)N1C=NC=C1 1-(2-nitro-5-(trifluoromethyl)phenyl)-1H-imidazole